CC=1C=C(C=CC1C)C(NC(CN1C(NC2=CC=CC=C2C1=O)=O)=O)C1=CC=CC=C1 N-((3,4-dimethylphenyl)(phenyl)methyl)-2-(2,4-dioxo-1,4-dihydroquinazolin-3(2H)-yl)acetamide